2-cyano-6-fluorobenzo[d]thiazole C(#N)C=1SC2=C(N1)C=CC(=C2)F